3-[2-[6-[[2-[2-[tert-butyl-(dimethyl)silyl]oxyethoxy]pyrimidin-4-yl]amino]-1-(methylamino)-2,7-naphthyridin-4-yl]ethynyl]phenol C(C)(C)(C)[Si](OCCOC1=NC=CC(=N1)NC=1C=C2C(=CN=C(C2=CN1)NC)C#CC=1C=C(C=CC1)O)(C)C